BrCCCOC1=C(C=CC=C1)NC(CCCCC(=O)OC)=O methyl 6-{[2-(3-bromopropoxy)phenyl]amino}-6-oxohexanoate